N1=CC(=CC=C1)CCCC=O 4-(3-pyridyl)butanal